FC(C1=CC(=NC=C1F)C(=O)OC)F methyl 4-(difluoromethyl)-5-fluoropyridinecarboxylate